(S)-tert-butyl 4-((3-chloro-2,4-difluorophenyl)(methyl)carbamoyl)-3-(imidazo[1,2-a]pyrazin-8-yl)-2-oxoimidazolidine-1-carboxylate ClC=1C(=C(C=CC1F)N(C(=O)[C@H]1N(C(N(C1)C(=O)OC(C)(C)C)=O)C=1C=2N(C=CN1)C=CN2)C)F